(1-cyanocyclopropyl)-5-(trifluoromethyl)pyridine-2-carbonitrile C(#N)C1(CC1)C=1C(=NC=C(C1)C(F)(F)F)C#N